1,3,5-triazine-2,4,6-trithiol disodium salt [Na].[Na].N1=C(N=C(N=C1S)S)S